NC1=C(C=C(C=N1)NC(C(=O)N1[C@H](CCCC1)C=1C=C(C=CC1)C)=O)C N-(6-Amino-5-methyl-3-pyridyl)-2-[(2R)-2-(m-tolyl)-1-piperidyl]-2-oxo-acetamide